CC(C)C(C(C(C)C)C)C 2,3,4,5-tetramethylhexane